5,7-difluoro-1,2,3,4-tetrahydroisoquinoline FC1=C2CCNCC2=CC(=C1)F